CC1(NC(NC1=O)=O)CNC(=O)C=1C(=CC=CC1)C1=CC=C(C=C1)C(F)(F)F N-[(4-methyl-2,5-dioxoimidazolidin-4-yl)methyl]-4'-(trifluoromethyl)[biphenyl]-2-carboxamide